5-Bromo-N4-(3-[N-(1-Methylethyl)sulfamoyl]phenyl)-N2-[4-(4-tert-butoxycarbonylpiperazin-1-yl)phenyl]pyrimidine-2,4-diamine BrC=1C(=NC(=NC1)NC1=CC=C(C=C1)N1CCN(CC1)C(=O)OC(C)(C)C)NC1=CC(=CC=C1)S(NC(C)C)(=O)=O